(3R,5S,E)-7-(4-(2-chloro-4-fluorophenyl)-2,6-dicyclobutyl-5-(methoxymethyl)pyridin-3-yl)-3,5-dihydroxyhept-6-enoic acid ClC1=C(C=CC(=C1)F)C1=C(C(=NC(=C1COC)C1CCC1)C1CCC1)/C=C/[C@H](C[C@H](CC(=O)O)O)O